C(=O)OC Methanol (formate)